N-[3-[(6-hydroxy-1,3-benzothiazol-2-yl)amino]-3-oxo-1-phenylpropyl]benzamide OC1=CC2=C(N=C(S2)NC(CC(C2=CC=CC=C2)NC(C2=CC=CC=C2)=O)=O)C=C1